O=C(/C=C/C(=O)OC)C(=O)OC 1,5-dimethyl (2E)-4-oxopent-2-enedioate